COC(=O)C=1C=CC=C2C=CC(=NC12)C1=CN=C2N1N=C(C(=C2)C2=CC=C(C=C2)N2CCN(CC2)C(=O)OC(C)(C)C)C (7-(4-(4-(tert-Butoxycarbonyl)piperazin-1-yl)phenyl)-6-methylimidazo[1,2-b]pyridazin-3-yl)quinoline-8-carboxylic acid methyl ester